6-bromo-2,3,4,5-tetrahydro-1H-pyrido[3,4-b]azepine BrC1=CN=CC=2NCCCCC21